methyl 7-bromo-2-hydroxy-1H-benzo[d]imidazole-4-carboxylate BrC1=CC=C(C2=C1NC(=N2)O)C(=O)OC